6-(4-(4-(Cyclopropylmethyl)piperazin-1-yl)phenyl)-2-(3,4-dimethoxyphenyl)-1-methyl-1H-pyrrolo[3,2-c]pyridin C1(CC1)CN1CCN(CC1)C1=CC=C(C=C1)C1=CC2=C(C=N1)C=C(N2C)C2=CC(=C(C=C2)OC)OC